(2-((5-bromo-2-((2-methoxy-5-(1-methyl-1H-pyrazol-4-yl)-4-(4-(piperazin-1-yl)piperidin-1-yl)phenyl)amino)pyrimidin-4-yl)amino)-5-fluorophenyl)dimethylphosphine oxide BrC=1C(=NC(=NC1)NC1=C(C=C(C(=C1)C=1C=NN(C1)C)N1CCC(CC1)N1CCNCC1)OC)NC1=C(C=C(C=C1)F)P(C)(C)=O